2-methyl-1H-indole-7-carboxamide CC=1NC2=C(C=CC=C2C1)C(=O)N